3-(2-chloroethyl)thymidine ClCCN1C(N([C@H]2C[C@H](O)[C@@H](CO)O2)C=C(C1=O)C)=O